5-(6-fluoroquinazolin-2-yl)hexahydropyrrolo[3,4-c]pyrrole-2(1H)-carboxylic acid tert-butyl ester C(C)(C)(C)OC(=O)N1CC2CN(CC2C1)C1=NC2=CC=C(C=C2C=N1)F